3-(1,1-difluoro-2-(2-(methylsulfonamido)-6,7-dihydrothiazolo[5,4-c]pyridin-5(4H)-yl)-2-oxoethyl)-4-fluoro-N-(4-fluoro-3-methylphenyl)benzamide FC(C(=O)N1CC2=C(CC1)N=C(S2)NS(=O)(=O)C)(F)C=2C=C(C(=O)NC1=CC(=C(C=C1)F)C)C=CC2F